(R)-(6-(1-(4-fluorophenyl)ethyl)-5-((2-(pyrrolidin-1-yl)ethyl)amino)pyrazin-2-yl)(morpholino)methanone FC1=CC=C(C=C1)[C@@H](C)C1=C(N=CC(=N1)C(=O)N1CCOCC1)NCCN1CCCC1